Cl.CN(C=1SC2=C(N1)SC(=N2)C2=C(C=C(C=C2)C=2C=NNC2)O)C2CCN(CC2)C 2-[5-[methyl(1-methylpiperidin-4-yl)amino][1,3]thiazolo[5,4-d][1,3]thiazol-2-yl]-5-(1H-pyrazol-4-yl)phenol hydrochloride